C(#N)[C@H](C[C@@H]1C(NCCC1)=O)NC(=O)[C@@H]1N([C@@H]2CC([C@H]1CC2)(F)F)C([C@H](C2=CC=CC=C2)O)=O (1S,3R,4S)-N-((S)-1-cyano-2-((R)-2-oxopiperidin-3-yl)ethyl)-5,5-difluoro-2-((S)-2-hydroxy-2-phenylacetyl)-2-azabicyclo[2.2.2]octane-3-carboxamide